CN1C(=CC(=C1)C1=CC=CC=C1)C 1,2-dimethyl-4-phenyl-1H-pyrrole